C(C1=CC=CC=C1)N1CC2(C1)CC(C2)NC(=O)N2[C@@H](CN(CC2)C2=NC1=CC=CC=C1C=N2)C (2R)-N-{2-benzyl-2-azaspiro[3.3]heptan-6-yl}-2-methyl-4-(quinazolin-2-yl)piperazine-1-carboxamide